C(C)C1=C(C=C(C=C1O)C(C)(CCCC(C)(C)C)C)O 2-Ethyl-5-(2,6,6-trimethylheptan-2-yl)benzene-1,3-diol